ClC=1C(=NC(=C(C1)Cl)C1=C(C=C(C(=C1)F)C(F)(F)F)Cl)C(=O)OC Methyl 3,5-dichloro-6-(2-chloro-5-fluoro-4-(trifluoromethyl) phenyl)picolinate